6-methyl-3-((1-methyl-1H-pyrazolo[3,4-b]pyridin-5-yl)methoxy)picolinaldehyde CC1=CC=C(C(=N1)C=O)OCC=1C=C2C(=NC1)N(N=C2)C